tert-butyl 4-(2-(tosyloxy)ethyl)piperazine-1-carboxylate S(=O)(=O)(C1=CC=C(C)C=C1)OCCN1CCN(CC1)C(=O)OC(C)(C)C